CC1=CC=C2C(=NNC2=C1C)C=O 6,7-DIMETHYL-1H-INDAZOLE-3-CARBALDEHYDE